3-[(2R,4R)-4-({[1-(2,2-difluoro-1,3-benzodioxol-5-yl)cyclopropyl]carbonyl}amino)-7-(trifluoromethyl)-3,4-dihydro-2H-chromen-2-yl]cyclohexanecarboxylic acid FC1(OC2=C(O1)C=CC(=C2)C2(CC2)C(=O)N[C@@H]2C[C@@H](OC1=CC(=CC=C21)C(F)(F)F)C2CC(CCC2)C(=O)O)F